3-(4-(2,3-Dihydrobenzofuran-5-yl)phenyl)hex-4-ynoic acid O1CCC2=C1C=CC(=C2)C2=CC=C(C=C2)C(CC(=O)O)C#CC